ClC=1C=C(CNC2=C3N=CN(C3=NC(=N2)C=2C=NC=C(C2)Cl)[C@H]2[C@@H]([C@@H]([C@H](O2)C(=O)NCC(F)(F)F)O)O)C=CC1 (2S,3S,4R,5R)-5-(6-(3-chlorobenzylamino)-2-(5-chloropyridin-3-yl)-9H-purin-9-yl)-3,4-diHydroxy-N-(2,2,2-trifluoroethyl)tetrahydrofuran-2-carboxamide